CC1=C(C(=O)O[C@@H]2O[C@H]([C@@H](C2)OC(C)=O)N2C=3N=C(NC(C3N(C2=O)CCCC)=O)NC(C)=O)C=CC=C1 ((2S,4R,5R)-5-(2-acetamido-7-butyl-6,8-dioxo-1,6,7,8-tetrahydro-9H-purin-9-yl)-4-acetoxytetrahydrofuran-2-yl) methylbenzoate